BrC1=C(C=C(C=C1)[N+](=O)[O-])OC(F)F 1-bromo-2-(difluoromethoxy)-4-nitrobenzene